CC1=NC=CC(=C1)C=1OC=C(N1)C(=O)NC=1C=C2C(=NC1N1CCCC1)N=C(O2)N2CCOCC2 2-(2-methylpyridin-4-yl)-N-(2-morpholino-5-(pyrrolidin-1-yl)oxazolo[4,5-b]pyridin-6-yl)oxazole-4-carboxamide